6-(2-(5-cyclopropyl-3-(2,6-dichlorophenyl)isoxazol-4-yl)-7-azaspiro[3.5]non-1-en-7-yl)-2-methylnicotinic acid C1(CC1)C1=C(C(=NO1)C1=C(C=CC=C1Cl)Cl)C1=CC2(C1)CCN(CC2)C2=NC(=C(C(=O)O)C=C2)C